CC=1NCCCC=2C1C(=NN2)C dimethyl-5,6,7,8-tetrahydropyrazolo[4,3-c]azepine